tert-Butyl 2-(2-chloro-5-methylpyrimidin-4-yl)-4,4-difluoropiperidine-1-carboxylate ClC1=NC=C(C(=N1)C1N(CCC(C1)(F)F)C(=O)OC(C)(C)C)C